1-(4-((4-(3-(3-amino-5-(4-amino-4-methylpiperidin-1-yl)pyrazin-2-yl)-2-chlorophenyl)piperazin-1-yl)methyl)-3-fluorophenyl)dihydropyrimidine-2,4(1H,3H)-dione NC=1C(=NC=C(N1)N1CCC(CC1)(C)N)C=1C(=C(C=CC1)N1CCN(CC1)CC1=C(C=C(C=C1)N1C(NC(CC1)=O)=O)F)Cl